ClC=1C=C(C(=O)OC)C=C(C1OC)S(NC1=C(C=CC(=C1)C1=C(C=CC=C1)OCCO)C(F)(F)F)(=O)=O methyl 3-chloro-5-[[5-[2-(2-hydroxyethoxy)phenyl]-2-(trifluoromethyl)phenyl]sulfamoyl]-4-methoxybenzoate